BrC1=C(C2=C(N=C(S2)[N-]C2CC2)C=C1)O N-(6-bromo-7-hydroxybenzo[d]thiazol-2-yl)cyclopropylamide